FC=1C(=NC=CC1CO)NC(OC(C)(C)C)=O tert-butyl N-[3-fluoro-4-(hydroxymethyl)pyridin-2-yl]carbamate